C(C)OC(=O)C1C2CCC(C1)CC2 (1S,4S)-bicyclo[2.2.2]octane-2-carboxylic acid ethyl ester